S[C@@H](CCO)CC |r| (+/-)-3-Mercapto-1-pentanol